(1-(2-((1H-pyrazol-1-yl)methyl)-3-ethyl-7-morpholino-3H-imidazo[4,5-b]pyridin-5-yl)-3-(m-tolyl)-1H-pyrazol-5-yl)methanol N1(N=CC=C1)CC1=NC=2C(=NC(=CC2N2CCOCC2)N2N=C(C=C2CO)C=2C=C(C=CC2)C)N1CC